FC(C1=CC(=NC=C1)N1CC2(CN(C2)C(NN)=S)C1)(F)F 6-(4-(trifluoromethyl)pyridin-2-yl)-2,6-diazaspiro[3.3]heptane-2-thiohydrazide